CNN(NC)CCCCCCCCCCCCC(C)=O N,N-dimethylaminoacetyl-laurylamine